ClC1=C(C(=C(C=C1OC)OC)Cl)C=1C(N(C2=CC(=NC=C2C1)C=1C(=NN(C1)CCN1CCOCC1)C)C)=O 3-(2,6-dichloro-3,5-dimethoxyphenyl)-1-methyl-7-(3-methyl-1-(2-morpholinoethyl)-1H-pyrazol-4-yl)-1,6-naphthyridin-2(1H)-one